ClC1=C(C=CC=C1)C#CC1(CNC1)O 3-[2-(2-Chlorophenyl)ethynyl]azetidin-3-ol